3-chloro-N-methyl-1-tosyl-1H-pyrrolo[2,3-b]pyridin-6-amine ClC1=CN(C2=NC(=CC=C21)NC)S(=O)(=O)C2=CC=C(C)C=C2